1-[3-[4-(4-chloro-2-methylsulfonyl-phenyl)phenyl]azetidine-1-carbonyl]pyrrolidine-3-sulfonamide ClC1=CC(=C(C=C1)C1=CC=C(C=C1)C1CN(C1)C(=O)N1CC(CC1)S(=O)(=O)N)S(=O)(=O)C